3-amino-N-(2-{9-amino-2-oxa-7-azaspiro[4.4]nonan-7-yl}-3-fluoro-5,6,7,8-tetrahydroquinolin-6-yl)-4,6-dimethylthieno[2,3-b]pyridine-2-carboxamide NC1=C(SC2=NC(=CC(=C21)C)C)C(=O)NC2CC=1C=C(C(=NC1CC2)N2CC1(CCOC1)C(C2)N)F